CNC1=CC=C(C=C1)S(=O)(=O)O 4-(methylamino)benzenesulfonic acid